ortho-pyridinol N1=C(C=CC=C1)O